Ethyl-2,2-dimethyl-4-(2'-methyl-3'-oxospiro[cyclopropane-1,1'-isoindoline]-6'-yl)-3,4-dihydro-2H-pyridine C(C)C1C(NC=CC1C1=CC=C2C(N(C3(C2=C1)CC3)C)=O)(C)C